4-(1H-imidazol-1-yl)-3-((4-methoxyphenyl)sulfonyl)-N-((4R,5S,6R)-2,4,5-trihydroxy-6-(hydroxymethyl)tetrahydro-2H-pyran-3-yl)quinoline-6-carboxamide N1(C=NC=C1)C1=C(C=NC2=CC=C(C=C12)C(=O)NC1C(O[C@@H]([C@H]([C@@H]1O)O)CO)O)S(=O)(=O)C1=CC=C(C=C1)OC